C4'-trifluoromethylthio-uridine phosphoramidite P(O)(N)OC[C@@]1([C@H]([C@H]([C@@H](O1)N1C(=O)NC(=O)C=C1)O)O)SC(F)(F)F